[NH+]1(CCCC1)O Pyrrolidin-1-ium-1-ol